1-(4-Hydroxyphenyl)-5-mercapto-1H-tetrazole OC1=CC=C(C=C1)N1N=NN=C1S